N1=CC=C(C=C1)CCCC1=CC=NC=C1 4-(3-pyridin-4-ylpropyl)pyridine